3-[2-(4-fluorophenoxy)ethyl]-2-azabicyclo[3.1.1]heptane-2-carboxylic acid tert-butyl ester C(C)(C)(C)OC(=O)N1C2CC(CC1CCOC1=CC=C(C=C1)F)C2